C1(CC1)C1=C(C=C(C=C1)CC(=O)O)\C=C\OCC 2-[4-cyclopropyl-3-[(E)-2-ethoxyvinyl]phenyl]acetic acid